(S)-6-methyl-N-((S)-7-oxo-1-(5-(quinolin-6-yl)-1H-imidazol-2-yl)nonyl)-6-azaspiro[2.5]octane-1-carboxamide CN1CCC2(C[C@@H]2C(=O)N[C@@H](CCCCCC(CC)=O)C=2NC(=CN2)C=2C=C3C=CC=NC3=CC2)CC1